C(C)(=O)NS(=O)(=O)C1=CC=C(C=C1)NC(=O)C1=NC(=CN=C1N)C1=CC=C(C=C1)Cl N-(4-(N-acetylsulfamoyl)phenyl)-3-amino-6-(4-chlorophenyl)pyrazine-2-carboxamide